N-(6-chloroquinolin-2-yl)-1-nitrosopiperidine-4-carboxamide ClC=1C=C2C=CC(=NC2=CC1)NC(=O)C1CCN(CC1)N=O